2-(1-octynyl)aniline rac-tert-butyl-(3R,5S)-3-hydroxy-5-methylpiperidine-1-carboxylate C(C)(C)(C)OC(=O)N1C[C@@H](C[C@@H](C1)C)O.C(#CCCCCCC)C1=C(N)C=CC=C1 |r|